8-(4-chloro-6-methoxybenzo[d]thiazol-2-yl)-6-methylbenzo[e][1,2,4]triazine-3-carboxylic acid ethyl ester C(C)OC(=O)C=1N=NC2=C(N1)C=C(C=C2C=2SC1=C(N2)C(=CC(=C1)OC)Cl)C